1-[4-(2-Phenylethyl)phenyl]ethan-1-one C1(=CC=CC=C1)CCC1=CC=C(C=C1)C(C)=O